NC/C(/COC1=CC2=C(N=C(S2)NCCC)C=C1)=C\F (E)-6-((2-(amino-methyl)-3-fluoro-allyl)oxy)-N-propylbenzo[d]-thiazol-2-amine